OC1CC(N(C1)C(=O)[O-])C(=O)[O-] 4-hydroxypyrrolidine-1,2-dicarboxylate